C(C)OC1=CC=C(C=N1)C=1N=C(NC(C1)=O)C=1C=C(CNC(C(C)C)=O)C=CC1C(F)(F)F N-{3-[4-(6-ethoxypyridin-3-yl)-6-oxo-1,6-dihydropyrimidin-2-yl]-4-(trifluoromethyl)benzyl}isobutyramide